C(C)OC(CCC(=O)C1=NC(=CC(=C1O)Br)C1=C(C(=CC=C1)C)C)=O 4-[4-bromo-6-(2,3-dimethyl-phenyl)-3-hydroxy-pyridin-2-yl]-4-oxo-butyric acid ethyl ester